N(=NC1(CCCCC1)C#N)C1(CCCCC1)C#N azo-bis(1-cyclohexanecarbonitrile)